6-fluoro-N-(4-methoxyphenyl)-4-trifluoromethylquinazolin-2-amine FC=1C=C2C(=NC(=NC2=CC1)NC1=CC=C(C=C1)OC)C(F)(F)F